FC(S(=O)(=O)OC=1C=C2C(=CN(C(C2=CC1F)=O)C=1C(=NNC1C(F)(F)F)C)C(C)C)(F)F 7-fluoro-4-isopropyl-2-(3-methyl-5-(trifluoromethyl)-1H-pyrazol-4-yl)-1-oxo-1,2-dihydroisoquinolin-6-yl trifluoromethanesulfonate